O=C(OCCOCCN(C)C)N(CC1=CC(=CC=C1)OC)CC1=CC=C(C=C1)N(C)C 7-oxo-9-(3-methoxyphenyl)-8-(4-dimethylaminobenzyl)-3,6-dioxa-8-aza-nonyl-N,N-dimethylamine